C(C)OCN1C(C=C(C=C1C)C1=C(C(=O)N(C)C)C=CC=C1)=O 2-(1-(ethoxymethyl)-6-methyl-2-oxo-1,2-dihydropyridin-4-yl)-N,N-dimethylbenzamide